CC1(C23C(NS(C2)(=O)=O)CC1CC3)C 8,8-dimethylhexahydro-3H-3a,6-methanobenzo[c]isothiazole 2,2-dioxide